2-((3-(3-hydroxyphenyl)propyl)amino)-4-phenylbutanamide dihydrochloride Cl.Cl.OC=1C=C(C=CC1)CCCNC(C(=O)N)CCC1=CC=CC=C1